zinc L-threonate O=C([C@H](O)[C@@H](O)CO)[O-].[Zn+2].O=C([C@H](O)[C@@H](O)CO)[O-]